(+/-)-1-(4-(4-(2-amino-6-methylpyrimidin-4-yl)-1,4-oxazepan-3-yl)-3-chlorophenoxy)propan-2-ol NC1=NC(=CC(=N1)N1C(COCCC1)C1=C(C=C(OCC(C)O)C=C1)Cl)C